2-((4-methyl-5-(4-methylbenzyl)thiazol-2-yl)amino)-2-oxoethyl methylsulfamate CNS(OCC(=O)NC=1SC(=C(N1)C)CC1=CC=C(C=C1)C)(=O)=O